ClC1=CC=NC2=C(N=CC=C12)NC1=C(C(=CC=C1)C1=CC2=C(OCCO2)C=C1)C 4-chloro-N-[3-(2,3-dihydro-1,4-benzodioxin-6-yl)-2-methylphenyl]-1,7-naphthyridin-8-amine